1-(5-hydroxypyridin-2-yl)-2-((3aR,5s,6aS)-5-(3-methoxyphenoxy)hexahydrocyclopenta[c]pyrrol-2(1H)-yl)ethanone OC=1C=CC(=NC1)C(CN1C[C@@H]2[C@H](C1)CC(C2)OC2=CC(=CC=C2)OC)=O